NC=1C=NC=C(N1)N1CCC2(CC1)C(CC1=CC=CC=C12)N 3-amino-5-(2-amino-2,3-dihydrospiro[indene-1,4'-piperidin]-1'-yl)pyrazine